N-Cyclopropyl-5-[[2-(Cyclopropylsulfamoylamino)-3-fluoropyridin-4-yl]methyl]-3,4-difluoro-2-(2-fluoro-4-iodoanilino)benzamide C1(CC1)NC(C1=C(C(=C(C(=C1)CC1=C(C(=NC=C1)NS(NC1CC1)(=O)=O)F)F)F)NC1=C(C=C(C=C1)I)F)=O